oxapentane OCCCC